6-[8-amino-1-(2-ethoxy-4-{[4-(trifluoromethyl)pyridin-2-yl]carbamoyl}phenyl)imidazo[1,5-a]pyrazin-3-yl]spiro[3.3]heptane-2-carboxylic acid NC=1C=2N(C=CN1)C(=NC2C2=C(C=C(C=C2)C(NC2=NC=CC(=C2)C(F)(F)F)=O)OCC)C2CC1(CC(C1)C(=O)O)C2